4-chloro-9-[(4-methoxyphenyl)methoxy]-6,7,8,9-tetrahydro-5H-cyclohepta[b]pyridine ClC1=C2C(=NC=C1)C(CCCC2)OCC2=CC=C(C=C2)OC